1-(benzo[b]thiophen-4-yl)cyclopropanecarbonitrile S1C2=C(C=C1)C(=CC=C2)C2(CC2)C#N